5-chloro-2-{[(3R)-3-methoxypyrrolidin-1-yl]methyl}-7,8-dihydro-6H-spiro[[1,3]oxazolo[5,4-f]quinazoline-9,1'-cyclohexan]-7-one ClC=1C=C2C(=C3C1NC(NC31CCCCC1)=O)OC(=N2)CN2C[C@@H](CC2)OC